NC1=NC=NN2C1=C(C=C2C=2C=CC(=C(C(=O)N[C@@H]1CN(C[C@@H]1F)C(CC(F)(F)F)=O)C2)Cl)CN2CCC(CC2)C(F)(F)F 5-(4-amino-5-{[4-(trifluoromethyl)piperidin-1-yl]methyl}pyrrolo[2,1-f][1,2,4]triazin-7-yl)-2-chloro-N-[(3R,4S)-4-fluoro-1-(3,3,3-trifluoropropanoyl)pyrrolidin-3-yl]benzamide